palmitoyl-lysyl-valyl-lysine C(CCCCCCCCCCCCCCC)(=O)N[C@@H](CCCCN)C(=O)N[C@@H](C(C)C)C(=O)N[C@@H](CCCCN)C(=O)O